6-chloro-3-oxohexanoic acid ethyl ester C(C)OC(CC(CCCCl)=O)=O